C(#N)CNC(=O)C1=CC2=C(N(C(=N2)NC=2SC3=C(N2)C=CC(=C3)OC(F)(F)F)C)C=C1 1-Methyl-2-(6-trifluoromethoxy-benzothiazol-2-ylamino)-1H-benzoimidazole-5-carboxylic acid cyanomethyl-amide